ClC1=CC=C(C=C1)C1=NN(C[C@H]1C1=CC=CC=C1)C(=O)NS(=O)(=O)N1CC(CCC1)(F)F (R)-3-(4-chlorophenyl)-N-((3,3-difluoropiperidin-1-yl)sulfonyl)-4-phenyl-4,5-dihydro-1H-pyrazole-1-carboxamide